FC=1C=C(C=C(C1C=1C=NNC1)F)C=1N=CC(=NC1)N(C1CC(NC(C1)(C)C)(C)C)C 5-[3,5-difluoro-4-(1H-pyrazol-4-yl)phenyl]-N-methyl-N-(2,2,6,6-tetramethylpiperidin-4-yl)pyrazin-2-amin